C1(CCC2=CC=CC=C12)N1C(C2=CC(=C(C=C2C(=C1)C(=O)N1CCCCC1)OC)OC)=O 2-(2,3-dihydro-1H-inden-1-yl)-6,7-dimethoxy-4-(piperidine-1-carbonyl)isoquinolin-1(2H)-one